C(CCC)NC=1N=CC2=C(N(C(C=3C=C(C=CC23)N2C[C@@H]3N(CC2)CCC3)=O)[C@@H]3CC[C@H](CC3)O)N1 trans-3-(Butylamino)-8-((R)-hexahydropyrrolo[1,2-a]pyrazin-2(1H)-yl)-5-(4-hydroxycyclohexyl)pyrimido[4,5-c]isoquinolin-6(5H)-one